piperidine-2,6-dione hydrate O.N1C(CCCC1=O)=O